C1(CC1)C1=C(C=C(C=N1)C1=CC(=C2C(=N1)N=C(N2)NC(=O)C2=CC=C(C=N2)CCCC(=O)O)N(C)CC2(CCCCC2)COC)C(F)(F)F 4-[6-({5-[6-cyclopropyl-5-(trifluoromethyl)pyridin-3-yl]-7-({[1-(methoxymethyl)cyclohexyl]methyl}(methyl)amino)-1H-imidazo[4,5-b]pyridin-2-yl}carbamoyl)pyridin-3-yl]butanoic acid